FC1=C(C(=CC(=C1)OC)F)C1=C(C(N(N1C)C1=NC(=CC(=C1)OC)O)=O)NC(C1=CC=C(C=C1)OC(F)F)=O N-(5-(2,6-Difluoro-4-methoxyphenyl)-2-(6-hydroxy-4-methoxypyridin-2-yl)-1-methyl-3-oxo-2,3-dihydro-1H-pyrazol-4-yl)-4-(difluoromethoxy)benzamide